ethylene glycol bis(1-trifluoromethylhexanesulfonate) FC(C(CCCCC)S(=O)(=O)OCCOS(=O)(=O)C(CCCCC)C(F)(F)F)(F)F